OCC1OC(C(C(C1O)O)O)C(C)C1=C(C=C(C=C1)B1OC(C(O1)(C)C)(C)C)C(F)(F)F 2-(hydroxymethyl)-6-(1-(4-(4,4,5,5-tetramethyl-1,3,2-dioxaborolan-2-yl)-2-(trifluoromethyl)phenyl)ethyl)tetrahydro-2H-pyran-3,4,5-triol